methyl 3-(methyl sulfonylamino)benzoate CS(=O)(=O)NC=1C=C(C(=O)OC)C=CC1